BrC1=CN=C(S1)C1=CC=CC=C1 5-bromo-2-phenylthiazole